4-Bromo-7-fluoro-1,3-benzothiazol-2-amine BrC1=CC=C(C2=C1N=C(S2)N)F